[Br-].C(CCCCCCC)N1CC=NC=C1 N-octylpyrazine bromide salt